C1(=CC=CC=C1)C1=NC(=CC=C1C1=C(C(=C(C(=C1N1C2=CC=CC=C2C=2C=C(C=CC12)C)C1=NC(=NC(=C1)C1=CC=CC=C1)C1=CC=CC=C1)N1C2=CC=CC=C2C=2C=C(C=CC12)C)N1C2=CC=CC=C2C=2C=C(C=CC12)C)N1C2=CC=CC=C2C=2C=C(C=CC12)C)C1=CC=CC=C1 9,9',9'',9'''-(4-(2,6-diphenylpyridin-3-yl)-6-(2,6-diphenylpyrimidin-4-yl)benzene-1,2,3,5-tetrayl)tetrakis(3-methyl-9H-carbazole)